3-oxa-5,8,11-triaza-pentadec-13-en-15-oic acid ethyl ester C(C)OC(C=CCNCCNCCNCOCC)=O